((S)-4-((R)-2'-(((S)-1-methylpyrrolidin-2-yl)methoxy)-3,4,5',8'-tetrahydro-1H,6'H-spiro[naphthalene-2,7'-quinazoline]-4'-yl)piperazin-2-yl)acetonitrile CN1[C@@H](CCC1)COC1=NC=2C[C@]3(CCC2C(=N1)N1C[C@@H](NCC1)CC#N)CC1=CC=CC=C1CC3